ClC1=C(C=CC=C1)N1NC=2C(=C(N(C(C2)=O)CC2=CC=NC=C2)C2=C(C=CC=C2)F)C1=O 2-(2-chlorophenyl)-4-(2-fluorophenyl)-5-(pyridin-4-ylmethyl)-1H-pyrazolo[4,3-c]pyridine-3,6(2H,5H)-dione